pyridyloxy-cyclohexane N1=C(C=CC=C1)OC1CCCCC1